1H-indazole-3-thiol N1N=C(C2=CC=CC=C12)S